2-(2'-hydroxy-5'-methacryloxyethylphenyl)-2H-benzotriazole OC1=C(C=C(C=C1)CCOC(C(=C)C)=O)N1N=C2C(=N1)C=CC=C2